tert-butyl (2R,3S,4R,5S)-5-acetamido-3,4-dihydroxy-2-(hydroxymethyl)piperidine-1-carboxylate C(C)(=O)N[C@@H]1[C@H]([C@H]([C@H](N(C1)C(=O)OC(C)(C)C)CO)O)O